hydroxypropyl-trimethylsilane methacrylate C(C(=C)C)(=O)O.OCCC[Si](C)(C)C